1-(4-carbamoyl-5-methyl-pyrimidin-2-yl)-3-fluoro-piperidine-4-carboxylic acid C(N)(=O)C1=NC(=NC=C1C)N1CC(C(CC1)C(=O)O)F